COC1=CC=C(C=C1)C=1C=C(C2=CC=CC=C2C1)N1C(=CC2=CC=CC=C12)C1=CC=CC=C1 N-(3-p-methoxyphenylnaphthyl)-2-(phenyl)-indole